COC(=O)C1=CC=NC2=C(C=CC=C12)O 8-hydroxyquinoline-4-carboxylic acid methyl ester